FC=1C=C(C=C(C1N1CCN(CCC1)C)F)NC1=NC=C(C(=N1)N1OCCC1C1=CC=CC=C1)C(F)(F)F N-(3,5-difluoro-4-(4-methyl-1,4-diazepan-1-yl)phenyl)-4-(3-phenylisoxazolidine-2-yl)-5-(trifluoromethyl)pyrimidin-2-amine